7-[2-[(7-chloro-2-methyl-3,4-dihydro-1H-isoquinolin-6-yl)amino]-5-(trifluoromethyl)pyrimidin-4-yl]-4-methyl-1,1-dioxo-2,3-dihydrothieno[2,3-f][1,4]thiazepin-5-one ClC1=C(C=C2CCN(CC2=C1)C)NC1=NC=C(C(=N1)C1=CC2=C(C(N(CCS2(=O)=O)C)=O)S1)C(F)(F)F